l-4-chloro-benzamide ClC1=CC=C(C(=O)N)C=C1